ethyl (4S)-4-((tert-butoxycarbonyl)amino)-2-cyano-2-cyclopropylhexanoate C(C)(C)(C)OC(=O)N[C@H](CC(C(=O)OCC)(C1CC1)C#N)CC